tert-butyl (4-benzyl-3-oxo-3,4-dihydro-2H-benzo[b][1,4]oxazin-7-yl)carbamate C(C1=CC=CC=C1)N1C2=C(OCC1=O)C=C(C=C2)NC(OC(C)(C)C)=O